N-[2-(4-isopropylpiperazin-1-yl)ethyl]-6-[3-(6-methyl-2-pyridyl)-1H-pyrazol-4-yl]-1,5-naphthyridin-3-amine C(C)(C)N1CCN(CC1)CCNC=1C=NC2=CC=C(N=C2C1)C=1C(=NNC1)C1=NC(=CC=C1)C